C(C)(C)(CC)OC(NC[C@@H](CCCO)C)=O (R)-(5-hydroxy-2-methylpentyl)carbamic acid tert-amyl ester